[Cl-].ClCC(C[N+](C)(C)C)O 3-chloro-2-hydroxy-N,N,N-trimethylpropan-1-aminium chloride